N-(2-ethoxyphenyl)-N'-(2-e-ethylphenyl)-ethanediamide C(C)OC1=C(C=CC=C1)NC(C(=O)NC1=C(C=CC=C1)CC)=O